hexadecyl-trimethyl-p-toluenesulfonic acid ammonium salt [NH4+].C(CCCCCCCCCCCCCCC)C1=C(C(C)(C)C)C=CC(=C1)S(=O)(=O)[O-]